Methyl 2-benzyl-8-(cyclohexylmethyl)-2,8-diazaspiro[4.5]decane-4-carboxylate C(C1=CC=CC=C1)N1CC2(C(C1)C(=O)OC)CCN(CC2)CC2CCCCC2